3-(3-isopropyl-2-(8-methoxy-[1,2,4]triazolo[1,5-a]pyridin-6-yl)-1H-indol-5-yl)cyclobutan-1-amine C(C)(C)C1=C(NC2=CC=C(C=C12)C1CC(C1)N)C=1C=C(C=2N(C1)N=CN2)OC